4-{6-[2-fluoro-1-(fluoromethyl)ethoxy]-3-[4-(morpholin-4-ylmethyl)benzyl]-2,4-dioxo-3,4-dihydroquinazolin-1(2H)-yl}piperidine-1-carbaldehyde FCC(OC=1C=C2C(N(C(N(C2=CC1)C1CCN(CC1)C=O)=O)CC1=CC=C(C=C1)CN1CCOCC1)=O)CF